FC1=C(C(=CC=C1)O)C1=CC(=NC=N1)N1CC2(CN(C2)C(C=C)=O)CC1 1-(6-(6-(2-fluoro-6-hydroxyphenyl)pyrimidin-4-yl)-2,6-diazaspiro[3.4]octan-2-yl)prop-2-en-1-one